2-[[(3-tert-butoxy-3-oxo-propyl)-(ditert-butoxyphosphoryloxymethoxycarbonyl)amino]methyl]benzoic acid C(C)(C)(C)OC(CCN(C(=O)OCOP(=O)(OC(C)(C)C)OC(C)(C)C)CC1=C(C(=O)O)C=CC=C1)=O